COC=1C=CC(=NC1)COC=1C=CC2=C(N=C(O2)C2=NC=NC=C2)C1 5-[(5-methoxypyridin-2-yl)methoxy]-2-(pyrimidin-4-yl)-1,3-benzoxazole